C(C)(C)(C)OC(N[C@@H]1C2=CC=C(C=C2CC12CCN(CC2)C2=CN=C1C(=N2)N(N=C1I)C1OCCCC1)F)=O ((1S)-5-fluoro-1'-(3-iodo-1-(tetrahydro-2H-pyran-2-yl)-1H-pyrazolo[3,4-b]pyrazin-6-yl)-1,3-dihydrospiro[inden-2,4'-piperidin]-1-yl)carbamic acid tert-butyl ester